Benzyl (7-amino-5-((2S,4S)-1-((R)-3-cyclohexyl-2-(quinolin-2-carboxamido)propanoyl)-4-(5-(2-hydroxypropan-2-yl)-1H-1,2,3-triazol-1-yl)pyrrolidin-2-carboxamido)-6,7-dioxoheptyl)carbamat NC(C(C(CCCCNC(OCC1=CC=CC=C1)=O)NC(=O)[C@H]1N(C[C@H](C1)N1N=NC=C1C(C)(C)O)C([C@@H](CC1CCCCC1)NC(=O)C1=NC2=CC=CC=C2C=C1)=O)=O)=O